(E)-1-(3-(4-((2-chloro-4-fluorobenzyl)oxy)-3-methoxyphenyl)acrylamido)cyclopentane-1-carboxylic acid ethyl ester C(C)OC(=O)C1(CCCC1)NC(\C=C\C1=CC(=C(C=C1)OCC1=C(C=C(C=C1)F)Cl)OC)=O